N-(4-(((R)-1-hydroxy-4-methylpent-2-yl)amino)-6-(2-(6-methoxypyridin-2-yl)propyl)-1,3,5-triazin-2-yl)methanesulfonamide OC[C@@H](CC(C)C)NC1=NC(=NC(=N1)CC(C)C1=NC(=CC=C1)OC)NS(=O)(=O)C